C1(CCCCC1)C(CC1CNCC=2N(C3=CC=C(C=C3C21)F)S(=O)(=O)C)O cyclohexyl-2-(6-fluoro-9-(methylsulfonyl)-2,3,4,9-tetrahydro-1H-pyrido[3,4-b]indol-4-yl)ethan-1-ol